ClC1=C(C=C(C=C1)F)C1(NC(C2=C1C(=CC1=C(N(N=C21)C)C#C)NC(C2=CC(=CC(=C2)F)C(F)(F)F)=O)=O)O N-[6-(2-chloro-5-fluorophenyl)-3-ethynyl-6-hydroxy-2-methyl-8-oxo-7,8-dihydro-6H-pyrrolo[4,3-g]indazol-5-yl]-5-fluoro-3-(trifluoromethyl)benzamide